6-bromohexoxy-tert-butyl-dimethyl-silane BrCCCCCCO[Si](C)(C)C(C)(C)C